2-chloro-5-((4,6-difluoro-5-(4'-((2-(2-hydroxyethoxy)ethoxy)methyl)-[1,1'-biphenyl]-4-yl)-1H-benzo[d]imidazol-2-yl)oxy)benzoic acid ClC1=C(C(=O)O)C=C(C=C1)OC1=NC2=C(N1)C=C(C(=C2F)C2=CC=C(C=C2)C2=CC=C(C=C2)COCCOCCO)F